7-((3-fluoro-1-(2-hydroxy-3-methoxypropyl)piperidin-4-yl)amino)-3-(thiazol-4-yl)benzo[b]thiophen FC1CN(CCC1NC1=CC=CC2=C1SC=C2C=2N=CSC2)CC(COC)O